O[C@H](COC=1C=C(C=CC1)S(=O)(=O)NC)CNC1COC2(C1)CCN(CC2)S(=O)(=O)C=2C=C(C=CC2)C2=CC=C(C=C2)CN2CSCC2 3-((2S)-2-hydroxy-3-(8-(4'-(thiazolidin-3-ylmethyl)biphenyl-3-ylsulfonyl)-1-oxa-8-azaspiro[4.5]decan-3-ylamino)propoxy)-N-methylbenzenesulfonamide